N1C=[NH+]C=C1.C(CCCCC)OC1=C(C=C(C=C1)C=1C(N2C(=CSC2=C(C1CC1=CC=CC2=CC=CC=C12)OC)C(=O)[O-])=O)C [4-(hexyloxy)-3-methyl-phenyl]-5-methoxy-4-[(1-naphthyl)methyl]-2-oxo-7-thia-1-azabicyclo[4.3.0]non-3,5,8-triene-9-carboxylic acid imidazolium salt